C(C)(C)(C)OC(NC1=C(C=2C=[N+](C=C(C2S1)F)[O-])C#N)=O.FC(S(=O)(=O)N)(F)F 1,1,1-trifluoromethanesulfonamide tert-butyl-N-(3-cyano-7-fluoro-5-oxido-thieno[3,2-c]pyridin-5-ium-2-yl)carbamate